Tert-butyl 5-((5-((S)-1-((2S,4R)-2-(((4H-chromeno[3,4-d]thiazol-7-yl)methyl)formamido)-4-hydroxypyrrolidin-1-yl)-3-methyl-1-oxobutan-2-yl)isoxazol-3-yl)oxy)pentanoate S1C=NC2=C1C=1C=CC(=CC1OC2)CC(=O)N[C@H]2N(C[C@@H](C2)O)C([C@@H](C(C)C)C2=CC(=NO2)OCCCCC(=O)OC(C)(C)C)=O